3a-Bromo-3a,4,7,7a-tetrahydro-4,7-dimethyl-2-(4-hydroxy-3-nitrophenyl)-5,6-diphenyl-4,7-methano-1H-isoindol-1,3,8(2H)-trion BrC12C(N(C(C2C2(C(=C(C1(C2=O)C)C2=CC=CC=C2)C2=CC=CC=C2)C)=O)C2=CC(=C(C=C2)O)[N+](=O)[O-])=O